ClC=1C=CC2=C(C=3N(C(=C(C(N(CCOCCOC=4C=5CCN(C2=O)CC5C=CC4)C4=CC=C(C=C4)O)=O)C3)C)C)C1 18-chloro-11-(4-hydroxyphenyl)-14,15-dimethyl-6,7,10,11,23,24-hexahydro-9H,21H-1,22-methano-13,16-(metheno)dibenzo[m,s][1,4,7,11,16]dioxatriazacycloicosine-12,21(15H)-dione